benzo[d]Thiazole-6-boronic acid S1C=NC2=C1C=C(C=C2)B(O)O